(1r,2s,6r,7s)-4-(6-prop-2-ynyloxy-1,3-benzothiazol-2-yl)-4-azatricyclo[5.2.1.02,6]dec-8-en-3,5-dione C(C#C)OC1=CC2=C(N=C(S2)N2C([C@H]3[C@H]4C=C[C@@H]([C@H]3C2=O)C4)=O)C=C1